ClC1=CC=C(S1)COC1=C(C(=NN1C(=O)C=1SC=CC1)C1CN(C(C1)=O)C(=O)N1CC(CC1)O)C#N 5-[(5-Chlorothiophen-2-yl)methoxy]-3-[1-(3-hydroxypyrrolidin-1-carbonyl)-5-oxopyrrolidin-3-yl]-1-(thiophen-2-carbonyl)-1H-pyrazol-4-carbonitril